7-amino-2-[2-(pyrimidin-4-yl)prop-2-en-1-yl]-4-[3-(thiophen-2-yl)-1H-indazol-5-yl]-2,3-dihydro-1H-isoindol-1-one NC=1C=CC(=C2CN(C(C12)=O)CC(=C)C1=NC=NC=C1)C=1C=C2C(=NNC2=CC1)C=1SC=CC1